N1=C(C=NC2=CC=CC=C12)[C@@H](CC(=O)O)N1N=CC2=CC(=CC=C12)OCCC1=NC=2NCCCC2C=C1 (R)-3-(Quinoxalin-2-yl)-3-(5-(2-(5,6,7,8-tetrahydro-1,8-naphthyridin-2-yl)ethoxy)-1H-indazol-1-yl)propanoic acid